ClC=1N(C(N(C1C1=CC=C(C=C1)Cl)C[C@@H](C(F)(F)F)O)=O)CC1=NNC(=N1)[C@@]1(CC=CC=C1)O 4-chloro-5-(4-chlorophenyl)-3-((5-((S)-1-hydroxyphenyl)-1H-1,2,4-triazol-3-yl)methyl)-1-((S)-3,3,3-trifluoro-2-hydroxypropyl)-1,3-dihydro-2H-imidazol-2-one